1-hydroxypropan-2-olate OCC(C)[O-]